ClC1=CC2=C(CCC3=C(N2CCCCN(C/C=C/C(=O)OC)C)C=CC(=C3)OCCOCC#C)C=C1 Methyl (E)-4-{4-[7-chloro-2-(2-prop-2-ynoxyethoxy)-10,11-dihydro-5H-dibenzo[b,f]azepin-5-yl]-butyl-methyl-amino}-but-2-enoate